tert-butyl (1R,3s,5S)-3-((6-chloropyridazin-3-yl)amino)-9-azabicyclo[3.3.1]nonane-9-carboxylate ClC1=CC=C(N=N1)NC1C[C@H]2CCC[C@@H](C1)N2C(=O)OC(C)(C)C